3-bromo-pyrrolidin-2-one BrC1C(NCC1)=O